(2S,3S,4R,5R)-5-(6-(benzylamino)-2-(6-hydroxypyridin-3-yl)-9H-purin-9-yl)-3,4-dihydroxy-N-(methyl-d3)-tetrahydrofuran-2-carboxamide C(C1=CC=CC=C1)NC1=C2N=CN(C2=NC(=N1)C=1C=NC(=CC1)O)[C@H]1[C@@H]([C@@H]([C@H](O1)C(=O)NC([2H])([2H])[2H])O)O